ClC1=CC=C(C(=N1)C=1C=CC(=C(C=O)C1)B1OC(C(O1)(C)C)(C)C)NC(C)C=1C=C(C=C2C(C(=C(OC12)N1CCCCC1)C)=O)C 5-(6-chloro-3-((1-(3,6-dimethyl-4-oxo-2-(piperidin-1-yl)-4H-chromen-8-yl)ethyl)amino)pyridin-2-yl)-2-(4,4,5,5-tetramethyl-1,3,2-dioxaborolan-2-yl)benzaldehyde